BrC1=C2C=NN(C2=C(C=C1)N)COCC[Si](C)(C)C 4-bromo-1-((2-(trimethylsilyl)ethoxy)methyl)-1H-indazol-7-amine